CC(CC)C1=CC=C(C=C1)NC(=O)N1[C@H](CCC1)C(=O)NC1=CC=C(C=C1)C1=CC=C(C=C1)C(=O)O 4'-[(1-{[4-(butan-2-yl)phenyl]carbamoyl}-D-prolyl)amino][1,1'-biphenyl]-4-carboxylic acid